tert-butyl {4-[7-chloro-10-(4-methoxybenzyl)-11-oxo-10,11-dihydro-5H-dibenzo[b,e][1,4]diazepin-5-yl]butyl}imidodicarbonate ClC1=CC2=C(N(C(C3=C(N2CCCCN(C(=O)OC(C)(C)C)C(=O)[O-])C=CC=C3)=O)CC3=CC=C(C=C3)OC)C=C1